C(C)OC(CN1C(CC(CC1)C(=O)OCC)C)=O ethyl 1-(2-ethoxy-2-oxoethyl)-2-methylpiperidine-4-carboxylate